2,3,5,6-tetraaminopyridine hydrochloride Cl.NC1=NC(=C(C=C1N)N)N